5-([1,2,4]Triazolo[1,5-a]pyridin-6-yl)-1-(6-methylpyridin-2-yl)-N-(4-vinylphenyl)-1H-pyrazol-3-carboxyamid N=1C=NN2C1C=CC(=C2)C2=CC(=NN2C2=NC(=CC=C2)C)CC(=O)NC2=CC=C(C=C2)C=C